8-fluoro-3-(2-{5-methoxy-6-[3-(trifluoromethyl)-1-piperazinyl]-3-pyridylamino}-4-pyrimidinylamino)-1,2-dihydro-2-quinolinone FC=1C=CC=C2C=C(C(NC12)=O)NC1=NC(=NC=C1)NC=1C=NC(=C(C1)OC)N1CC(NCC1)C(F)(F)F